NC1=CC(=NC=N1)NC1=CC=C2N(C1=O)C(NC2=O)(C)C2CCCC2 6-[(6-aminopyrimidin-4-yl)amino]-3-cyclopentyl-3-methyl-2H-imidazo[1,5-a]Pyridine-1,5-dione